ClC1=C(C=NN(C1=O)C)N[C@@H]1C[C@@H](CN(C1)C)C1=CC=C(C(=O)N2CCC3(CC2)CCN(CC3)C=3C=C(C=CC3)C3C(NC(CC3)=O)=O)C=C1 3-[3-[3-[4-[(3R,5R)-5-[(5-chloro-1-methyl-6-oxo-pyridazin-4-yl)amino]-1-methyl-3-piperidyl]benzoyl]-3,9-diazaspiro[5.5]undecan-9-yl]phenyl]piperidine-2,6-dione